CC(C)CC(CCC(CC(C)C)C)C 2,4,7,9-tetramethyldecane